[C@H](C)(CC)[C@@H]1N(CC2=C(NC1=O)C=CC=C2)C(=O)C=2C=NN(C2)CCO (S)-3-((S)-sec-Butyl)-4-(1-(2-hydroxyethyl)-1H-pyrazole-4-carbonyl)-1,3,4,5-tetrahydro-2H-benzo[e][1,4]diazepin-2-one